BrC1=C2C(=C(C(=NC2=CC=C1)C)CC=O)C 5-bromo-2,4-dimethyl-3-quinolineethanone